1-(((3S)-1-((3-cyano-1-azetidinyl)sulfonyl)-3-piperidinyl)carbonyl)-N-(2,4-dichlorobenzyl)-D-prolinamide C(#N)C1CN(C1)S(=O)(=O)N1C[C@H](CCC1)C(=O)N1[C@H](CCC1)C(=O)NCC1=C(C=C(C=C1)Cl)Cl